4-[1-(5-fluoro-2-pyridyl)-2-methoxy-ethoxy]-6-[5-methyl-1-(4-piperidyl)triazol-4-yl]pyrazolo[1,5-a]pyridine-3-carbonitrile HCl Cl.FC=1C=CC(=NC1)C(COC)OC=1C=2N(C=C(C1)C=1N=NN(C1C)C1CCNCC1)N=CC2C#N